2-oxo-5-(4-((4,5,6,7-tetrahydrobenzo[d]isoxazol-3-yl)methoxy)phenyl)-6-(trifluoromethyl)-1,2-dihydropyridine-3-carboxamide O=C1NC(=C(C=C1C(=O)N)C1=CC=C(C=C1)OCC1=NOC2=C1CCCC2)C(F)(F)F